FC1=C(CN2N=NC(=C2)C(=O)N)C(=CC=C1)F 1-(2,6-difluorobenzyl)-1H-1,2,3-triazole-4-formamide